4-cyanophenyl (5R)-3,3-difluoro-5-(2-methyl-5-oxopyrrolidin-1-yl)piperidine-1-carboxylate FC1(CN(C[C@@H](C1)N1C(CCC1=O)C)C(=O)OC1=CC=C(C=C1)C#N)F